N-[2-amino-1-[3-(3-fluorophenyl)-1,2,4-oxadiazol-5-yl]ethyl]-2-methyl-5-(trifluoromethyl)pyrazole-3-carboxamide NCC(C1=NC(=NO1)C1=CC(=CC=C1)F)NC(=O)C=1N(N=C(C1)C(F)(F)F)C